(E)-3-(3,4-bis(methoxymethoxy)phenyl)acrylic acid COCOC=1C=C(C=CC1OCOC)/C=C/C(=O)O